N-(6-((1H-pyrazol-1-yl)methyl)-4-chloro-5-fluorobenzo[d]isoxazol-3-yl)-7-methoxy-4,4-dimethylchroman-8-sulfonamide N1(N=CC=C1)CC1=CC2=C(C(=NO2)NS(=O)(=O)C=2C(=CC=C3C(CCOC23)(C)C)OC)C(=C1F)Cl